C(CCC)OC(\C=C/C(=O)[O-])=O Mono-n-Butylmaleat